COC1=CC(=C(C=O)C=C1)C1=CC=2C(CCC(C2C=C1)(C)C)(C)C 4-methoxy-2-(5,5,8,8-tetramethyl-5,6,7,8-tetrahydronaphthalen-2-yl)benzaldehyde